CC1CC(CC(=C1)C)C 2,4,6-TRIMETHYLCYCLOHEX-3-EN